N1N=CC(=C1)NC=1C=2N(C=CC1)C(=CN2)C#CC=2C(=CC(=C(C(=O)NC1=CC(=C(C=C1)CN1CC(N(CC1)C)=O)C(F)(F)F)C2)F)C 5-((8-((1H-pyrazol-4-yl)amino)imidazo[1,2-a]pyridin-3-yl)ethynyl)-2-fluoro-4-methyl-N-(4-((4-methyl-3-oxopiperazin-1-yl)methyl)-3-(trifluoromethyl)phenyl)benzamide